CC1=NC(=CC(=C1)C1=C(C(=C(C(=C1N1C2=CC=CC=C2C=2C=C(C=CC12)C(C)(C)C)C1=CC=NC=C1)N1C2=CC=CC=C2C=2C=C(C=CC12)C(C)(C)C)N1C2=CC=CC=C2C=2C=C(C=CC12)C(C)(C)C)N1C2=CC=CC=C2C=2C=C(C=CC12)C(C)(C)C)C 9,9',9'',9'''-(4-(2,6-dimethylpyridin-4-yl)-6-(pyridin-4-yl)benzene-1,2,3,5-tetrayl)tetrakis(3-(tert-butyl)-9H-carbazole)